CC1(C(OB(O1)C=C1CN(CC1)C(=O)OC(C)(C)C)(C)C)C tert-butyl 3-[(tetramethyl-1,3,2-dioxaborolan-2-yl)methylene]-pyrrolidine-1-carboxylate